4,6-dimethoxyisophthalaldehyde COC1=C(C=C(C=O)C(=C1)OC)C=O